OC1C(CCC2=C1N=C(S2)C(=O)NC)C2N1C(C3=CC=CC=C23)=CN=C1 4-Hydroxy-5-(5H-imidazo[5,1-a]isoindol-5-yl)-N-methyl-4,5,6,7-tetrahydrobenzo[d]thiazol-2-carboxamid